O1CC(C1)OC1=CC=C2C(=NC=NC2=C1)O[C@@H]1CC[C@H](CC1)N1C(N(CC1=O)C=1C=NC=C(C1)C(F)(F)F)=O 3-(trans-4-{[7-(3-oxetanyloxy)-4-quinazolinyl]oxy}cyclohexyl)-1-[5-(trifluoromethyl)-3-pyridinyl]-2,4-imidazolidinedione